NC1CC(C1)(C)NC(=O)N1[C@H](C2=CC=CC=C2CC1)C1=CC=C(C=C1)F (S)-N-((cis)-3-amino-1-methylcyclobutyl)-1-(4-fluorophenyl)-3,4-dihydroisoquinoline-2(1H)-carboxamide